4-phenyl-pyrrolidine-2-carboxamide C1(=CC=CC=C1)C1CC(NC1)C(=O)N